2-(S)-(4-fluoro-2-methyl-phenyl)-piperazine-1-carboxylic acid [1-(R)-(3,5-bis-trifluoromethyl-phenyl)-ethyl]-methyl-amide FC(C=1C=C(C=C(C1)C(F)(F)F)[C@@H](C)N(C(=O)N1[C@H](CNCC1)C1=C(C=C(C=C1)F)C)C)(F)F